S([O-])([O-])(=S)=O.[Au+3].S([O-])([O-])(=S)=O.S([O-])([O-])(=S)=O.[Au+3] gold thiosulfuric acid salt